FC(C=1C=C(CN2CCN(CC2)C(=O)N)C=CC1)(F)F 4-(3-trifluoromethylbenzyl)piperazinamid